ClC=1N=C(N=NC1CO)N1CC(CCC1)N1C(N(CC1)CC)=O 5-Chloro-3-(3-(3-ethyl-2-oxoimidazolin-1-yl)piperidin-1-yl)-1,2,4-triazine-6-methanol